[Co]Cl cobalt (i) chloride